(8-chloro-5-methoxy-5,6-dihydro-4H-[1,2,4]triazolo[4,3-a][1]benzazepin-1-yl)piperidine-1-carboxylic acid tert-butyl ester C(C)(C)(C)OC(=O)N1C(CCCC1)C1=NN=C2N1C1=C(CC(C2)OC)C=C(C=C1)Cl